2-[(3R)-3-methyl-[1,4'-bipiperidin]-1'-yl]-N-[(4-methylpyridin-2-yl)methyl]-1,3-thiazole-5-carboxamide C[C@H]1CN(CCC1)C1CCN(CC1)C=1SC(=CN1)C(=O)NCC1=NC=CC(=C1)C